BrC=1N=CC=2N(C1)C(=CN2)C2=NC=CC(=N2)N2CC(CC2)CNS(=O)(=O)C N-((1-(2-(6-Bromoimidazo[1,2-a]pyrazin-3-yl)pyrimidin-4-yl)pyrrolidin-3-yl)methyl)methanesulfonamide